FC1(C(C2=C(N(C=C2C(F)(F)F)C2=CC=C(C#N)C=C2)C1)O)F 4-(5,5-difluoro-4-hydroxy-3-(trifluoromethyl)-5,6-dihydro-cyclopenta[b]pyrrol-1(4H)-yl)benzonitrile